C[C@H](CN[C@H]([C@@H]1CNC2=C(N1)N=CC=C2)C2=CC=CC=C2)C2=CC=C(C#N)C=C2 4-[(1S)-1-methyl-2-[[(S)-phenyl-[(3S)-1,2,3,4-tetrahydropyrido[2,3-b]pyrazin-3-yl]methyl]amino]ethyl]benzonitrile